1-(tert-butoxycarbonyl)-2,2-dimethylpiperidine-4-carboxylic acid C(C)(C)(C)OC(=O)N1C(CC(CC1)C(=O)O)(C)C